5-methyl-1,3-dioxane-2-one CC1COC(OC1)=O